[Se].[In].[V] vanadium-indium-selenium